tert-butyl (4R)-4-[(2E)-2-tert-butylsulfinyliminoethyl]-2,2-dimethyl-pyrrolidine-1-carboxylate C(C)(C)(C)S(=O)\N=C\C[C@H]1CC(N(C1)C(=O)OC(C)(C)C)(C)C